2,2,5-trimethyl-1,3-dioxan CC1(OCC(CO1)C)C